C(#N)C=1C=CC(=NC1)N1CCN(CC1)C(CCN(C(OC(C)(C)C)=O)C)=O tert-Butyl N-[3-[4-(5-cyano-2-pyridyl)piperazin-1-yl]-3-oxo-propyl]-N-methyl-carbamate